tert-butyl 2-(1-(1-(2-(2,6-dioxopiperidin-3-yl)-1,3-dioxoisoindolin-5-yl) piperidin-4-yl)azetidin-3-yl)acetate O=C1NC(CCC1N1C(C2=CC=C(C=C2C1=O)N1CCC(CC1)N1CC(C1)CC(=O)OC(C)(C)C)=O)=O